COC=1C=C(C(=O)NCCN2CCOCC2)C=CC1 3-methoxy-N-[2-(morpholin-4-yl)ethyl]benzamide